COC(=O)C1=NC(=CC2=CC=CC=C12)O hydroxyisoquinoline-1-carboxylic acid methyl ester